N-[(4-cyanophenyl)methyl]acetamid C(#N)C1=CC=C(C=C1)CNC(C)=O